2-(4-((1-(4-Nitrophenyl)piperidin-4-yl)methoxy)piperidin-1-yl)acetic acid ethyl ester C(C)OC(CN1CCC(CC1)OCC1CCN(CC1)C1=CC=C(C=C1)[N+](=O)[O-])=O